2-amino-3-(4-chlorobenzyl)-6-isopropyl-5,6-dihydro-3H-pyrrolo[3,4-d]pyrimidine-4,7-dione hydrochloride Cl.NC=1N(C(C2=C(N1)C(N(C2)C(C)C)=O)=O)CC2=CC=C(C=C2)Cl